4-ethoxybenzene-1,2-diamine C(C)OC=1C=C(C(=CC1)N)N